2-[1-[2-(2,6-difluorophenyl)ethyl]-6-(ethoxycarbonyl)-5-methyl-2,4-dioxo-1H,2H,3H,4H-thieno[2,3-d]pyrimidin-3-yl]acetic acid FC1=C(C(=CC=C1)F)CCN1C(N(C(C2=C1SC(=C2C)C(=O)OCC)=O)CC(=O)O)=O